7-methoxy-2-(tetrahydro-2H-pyran-4-yl)imidazo[1,2-a]pyridine-6-carboxamide COC1=CC=2N(C=C1C(=O)N)C=C(N2)C2CCOCC2